OC1C(OC(C1O)C)=O 3,4-dihydroxy-5-methyldihydrofuran-2-one